O-diphenylphosphinyl-hydroxylamine C1(=CC=CC=C1)P(=O)(ON)C1=CC=CC=C1